FC(C1=CC=C(C=C1)C1=NN(C=2C1=NC=CC2)C2CN(CC21CC1)C(C=C)=O)(F)F 1-(7-(3-(4-(trifluoromethyl)phenyl)-1H-pyrazolo[4,3-b]pyridin-1-yl)-5-azaspiro[2.4]heptan-5-yl)prop-2-en-1-one